CCC(CC)C 1,2-dimethylbutane